C1(CCC1)C1=NOC(=N1)/C=C/C(=O)OCC (E)-ethyl 3-(3-cyclobutyl-1,2,4-oxadiazol-5-yl)acrylate